C(C)(C)(C)OC(=O)N1CC(C1)(O)C1=CC=C(C=C1)OC(F)F 3-(4-(difluoromethoxy)phenyl)-3-hydroxyazetidine-1-carboxylic acid tert-butyl ester